C(C)(C)(CC)[C@H]1CC[C@H](CC1)NC(C1=CC(=CC(=C1)NC(=O)[C@@H]1CC[C@@H](CC1)C(C)(C)C)NC(=O)[C@@H]1CC[C@@H](CC1)C(C)(C)C)=O N-(cis-4-tert-amylcyclohexyl)-3,5-bis-[cis-4-tert-butylcyclohexylcarbonylamino]-benzamide